butyl ((S)-1-(((S)-1-amino-3-hydroxy-1-oxopropan-2-yl)amino)-3-((tert-butyldiphenylsilyl)oxy)-1-oxopropan-2-yl)carbamate NC([C@H](CO)NC([C@H](CO[Si](C1=CC=CC=C1)(C1=CC=CC=C1)C(C)(C)C)NC(OCCCC)=O)=O)=O